BrC=1C=C2C(=NC1)N(C=C2C(=O)NC2COC2)COCC[Si](C)(C)C 5-bromo-N-(oxetan-3-yl)-1-((2-(trimethylsilyl)ethoxy)methyl)-1H-pyrrolo[2,3-b]pyridine-3-carboxamide